FC(C=1C(=C(C=CC1)[C@@H](C)N)F)F (R)-1-(3-(difluoromethyl)-2-fluoro-phenyl)ethan-1-amine